OC=1C(=C(C=CC1)C1=NC(=CC=C1C(C)=O)N1C=NC2=C1C=CC(=C2)NC=2N=NC(=CC2)C)OC 1-[2-(3-hydroxy-2-methoxy-phenyl)-6-[5-[(6-methylpyridazin-3-yl)amino]benzimidazol-1-yl]-3-pyridyl]ethanone